C12C(C(C1)C2)NC(COC=2C=1N(C=C(C2)OC)N=C(C1)C=1N=C2SC(=NN2C1)OC)=O N-(bicyclo[1.1.1]pent-2-yl)-2-((6-methoxy-2-(2-methoxyimidazo[2,1-b][1,3,4]thiadiazol-6-yl)pyrazolo[1,5-a]pyridin-4-yl)oxy)acetamide